3-[3-chloro-4-[(2,4-difluorobenzyl)oxy]-6-methyl-2-oxopyridin-1(2H)-yl]-N-(2-hydroxyethyl)-2-methylbenzamide ClC=1C(N(C(=CC1OCC1=C(C=C(C=C1)F)F)C)C=1C(=C(C(=O)NCCO)C=CC1)C)=O